N1(CCC1)C(=O)N1[C@H]([C@H](C(C1)(F)F)NS(=O)(=O)CC)CC=1C(=C(C=CC1)C1=C(C(=CC=C1)C)F)F N-{(2S,3R)-1-(azetidine-1-carbonyl)-2-[(2,2'-difluoro-3'-methyl[1,1'-biphenyl]-3-yl)methyl]-4,4-difluoropyrrolidin-3-yl}-ethanesulfonamide